thiazolidine 1,1-dioxide S1(CNCC1)(=O)=O